1-(8-chloro-6-(1-methyl-1H-pyrazol-4-yl)isoquinolin-3-yl)-3-isopropylurea ClC=1C=C(C=C2C=C(N=CC12)NC(=O)NC(C)C)C=1C=NN(C1)C